[K].CC1=C(C(=O)P(C2=CC=CC=C2)=O)C(=CC(=C1)C)C 2,4,6-trimethylbenzoylphenylphosphine oxide potassium salt